2-[6-amino-5-[8-[2-[3-(5-azaspiro[2.5]oct-5-yl)prop-1-ynyl]-4-pyridinyl]-3,8-diazabicyclo[3.2.1]oct-3-yl]pyridazin-3-yl]phenol NC1=C(C=C(N=N1)C1=C(C=CC=C1)O)N1CC2CCC(C1)N2C2=CC(=NC=C2)C#CCN2CC1(CC1)CCC2